ClC1=CC2=C(N(C(N=C2N2[C@H](CN(CC2)C(C=C)=O)C)=O)C2=C(C=CC=C2)[C@H](C)O)N=C1C1=C(C=CC=C1O)F 6-chloro-7-(2-fluoro-6-hydroxyphenyl)-1-(2-((1S)-1-hydroxyethyl)phenyl)-4-((2S)-2-methyl-4-(2-propenoyl)-1-piperazinyl)pyrido[2,3-d]pyrimidin-2(1H)-one